hexahydropyrrolo[1,2-a]Pyrazine C1C=2N(CCN1)CCC2